NC1=NC2=C(C=C(C1)C(=O)N(CCC)OCC)C=CC(=C2)Br 2-amino-8-bromo-N-ethoxy-N-propyl-3H-1-benzazepine-4-carboxamide